tert-butyl N-[4-(1,1-dioxo-1lambda6-thietan-3-yl)phenyl]carbamate O=S1(CC(C1)C1=CC=C(C=C1)NC(OC(C)(C)C)=O)=O